cyclohexylmethyl α-methallyloxymethylacrylate C(C(C)=C)OCC(C(=O)OCC1CCCCC1)=C